C(#N)/C(/C(=O)O)=C/C1=CC=C(C=C1)C1=CC=C(C=C1)C1(OC2=C3C(=C(C=C2C=C1)C1=CC=C(C=C1)N(C1=CC=CC=C1)C1=CC=CC=C1)C=CC=C3)C3=CC=CC=C3 (Z)-2-cyano-3-(4'-(6-(4-(diphenylamino)phenyl)-2-phenyl-2H-benzo[H]chromen-2-yl)-[1,1'-biphenyl]-4-yl)acrylic acid